ClC1=CC=C(C(=N1)[Sn](CCCC)(CCCC)CCCC)SCC 6-chloro-3-(ethylthio)-2-(tributylstannyl)pyridine